C1(CC1)C(=O)NC1=NN2C(C=C(C=C2)C2=CC=NN2C)=C1 5-(2-(cyclopropanecarboxamido)pyrazolo[1,5-a]pyridin-5-yl)-1-methyl-1H-pyrazol